(E)-3-benzoyl-2-fluoro-7-methoxyhept-2-enoic acid ethyl ester C(C)OC(/C(=C(/CCCCOC)\C(C1=CC=CC=C1)=O)/F)=O